4-[8-(2-cyanoallylamino)-7-methoxy-2-naphthyl]-N-[(3S)-3-piperidyl]pyrimidine-2-carboxamide C(#N)C(CNC=1C(=CC=C2C=CC(=CC12)C1=NC(=NC=C1)C(=O)N[C@@H]1CNCCC1)OC)=C